CN(C=1C(OC2=CC(=CC=C2C1)OCC)=O)C 3-dimethylamino-7-ethoxycoumarin